N1-methyl-N2-((S)-4-methyl-1-oxo-1-(((S)-3-oxo-1-((S)-2-oxopyrrolidin-3-yl)-4-(2,3,5,6-tetrafluorophenoxy)butan-2-yl)amino)pentan-2-yl)-N1-(o-tolyl)oxalamide CN(C(C(=O)N[C@H](C(N[C@@H](C[C@H]1C(NCC1)=O)C(COC1=C(C(=CC(=C1F)F)F)F)=O)=O)CC(C)C)=O)C1=C(C=CC=C1)C